C1(=CC=CC=C1)C1(CCC2(OCCO2)CC1)CCC=1N=NNN1 5-(2-(8-Phenyl-1,4-dioxaspiro[4.5]decan-8-yl)ethyl)-2H-tetrazole